N-(3-(5-chloro-2-methoxyphenyl)-1-((tetrahydro-2H-pyran-2-yl)methyl)-1H-pyrazol-4-yl)pyrazolo[1,5-a]pyrimidine-3-carboxamide ClC=1C=CC(=C(C1)C1=NN(C=C1NC(=O)C=1C=NN2C1N=CC=C2)CC2OCCCC2)OC